C(C)C1=CC=C(O1)B(O)O 5-Ethylfuran-2-boronic acid